C1=CC=CC=2C3=CC=CC=C3C(C12)COC(=O)N1[CH-]OC([C@@H]1CCC(=O)O)=O (S)-3-(3-(((9H-fluoren-9-yl)methoxy)carbonyl)-5-oxooxazolid-4-yl)propionic acid